6-(Azetidin-1-yl)-4-fluoro-N-[2-methyl-2,3-dihydro-1-benzofuran-7-sulfonyl]-1-benzofuran-2-carboxamide N1(CCC1)C1=CC2=C(C=C(O2)C(=O)NS(=O)(=O)C2=CC=CC=3CC(OC32)C)C(=C1)F